dipropyl-5-acetamido-7,8-dimethoxyquinoline C(CC)C=1C(=NC2=C(C(=CC(=C2C1)NC(C)=O)OC)OC)CCC